CS(=O)(=O)NC1=C(C=C(C(=O)O)C=C1)C 4-Methanesulfonylamino-3-methyl-benzoic acid